[Cr](=O)([O-])[O-].[Mg+2] Magnesium chromite